NCCNC 1,4-diazapentane